S-benzyl-isothiourea p-toluenesulfinate CC1=CC=C(C=C1)S(=O)O.C(C1=CC=CC=C1)SC(N)=N